Tert-Butyl-4-(7-methyl-2,3-dioxo-2,3-dihydropyrido[2,3-b]pyrazin-4(1H)-yl)piperidin C(C)(C)(C)N1CCC(CC1)N1C2=C(NC(C1=O)=O)C=C(C=N2)C